C(=C)(F)F vinylidenefluoride